C(#N)C1=CC=C2N(CCN(C2=C1)C1=C2C=C(C(N(C2=CC(=C1)C1CCN(CC1)CC1(CCN(CC1)C(=O)OC(C)(C)C)F)C)=O)C)C tert-butyl 4-((4-(5-(7-cyano-4-methyl-3,4-dihydroquinoxalin-1(2H)-yl)-1,3-dimethyl-2-oxo-1,2-dihydroquinolin-7-yl)piperidin-1-yl)methyl)-4-fluoropiperidine-1-carboxylate